N-(3,3-difluorocyclobutyl)-3,4-dimethyl-pyrimido[4',5':4,5]furo[2,3-c]pyridazin-8-amine FC1(CC(C1)NC1=NC=NC2=C1OC=1N=NC(=C(C12)C)C)F